(2S)-2-{[(tert-butoxy)carbonyl]amino}-6-methoxy-6-oxohexanoic acid C(C)(C)(C)OC(=O)N[C@H](C(=O)O)CCCC(=O)OC